O1C2=C(OCC1)C=C1C3(CCC1=C2)CCC(CC3)C(=O)O 2',3',7',8'-tetrahydrospiro[cyclohexane-1,6'-indeno[5,6-b][1,4]dioxine]-4-carboxylic acid